N-octadecenyl-2-(3,4,5-tris-(2-propen-1-yloxy)-phenyl)-3,5,7-tris-(2-propen-1-yloxy)-quinolin-4-one C(=CCCCCCCCCCCCCCCCC)N1C(=C(C(C2=C(C=C(C=C12)OCC=C)OCC=C)=O)OCC=C)C1=CC(=C(C(=C1)OCC=C)OCC=C)OCC=C